(R)-3-(1-acryloylpiperidin-3-yl)-1-(4-phenoxyphenyl)-1H-imidazo[4,5-c]pyridin-2(3H)-one C(C=C)(=O)N1C[C@@H](CCC1)N1C(N(C2=C1C=NC=C2)C2=CC=C(C=C2)OC2=CC=CC=C2)=O